ethyl alcohol-HCl Cl.C(C)O